3,6-bis(4-aminobutyl)-2,5-piperazinedione NCCCCC1C(NC(C(N1)=O)CCCCN)=O